C(C)(C)C1=NC=C2N1C=CN(C2=O)C 3-isopropyl-7-methyl-imidazo[1,5-a]pyrazin-8-one